[N+](=O)([O-])C1=CC=C2C=CC3=CC=C(C4=CC=C1C2=C34)[N+](=O)[O-] 1,8-dinitropyrene